2-((1R,5S,6S)-3-(8,8-difluoro-2-(1-methyl-1H-1,2,3-triazol-5-yl)-5,6,7,8-tetrahydroquinazolin-4-yl)-3-azabicyclo[3.1.0]hex-6-yl)acetic acid FC1(CCCC=2C(=NC(=NC12)C1=CN=NN1C)N1C[C@@H]2C([C@@H]2C1)CC(=O)O)F